1,2-oxazol-5-yl-{(1r,5s)-3-[2-(1H-pyrazol-4-ylamino)pyrimidin-4-yl]-3,8-diazabicyclo[3.2.1]oct-8-yl}methanone O1N=CC=C1C(=O)N1[C@H]2CN(C[C@@H]1CC2)C2=NC(=NC=C2)NC=2C=NNC2